COC1=NC=CC(=C1)C=1C=CN(NC1)CC=1N(N=NC1C=1C=NC(=CC1)C)C 5-(2-methoxy-4-pyridyl)-2-[[3-methyl-5-(6-methyl-3-pyridyl)triazol-4-yl]methyl]pyridazin